methyl-2-methoxyphenoxy tetrahydro-2H-pyran-3,4,5-triyltriacetate O1CC(C(C(C1)CC(=O)[O-])CC(=O)[O-])CC(=O)OOC1=C(C(=CC=C1)C)OC